N-(3-triethoxysilylpropyl)-4-hydroxybutyramide tert-butyl-((1s,3s)-3-((5-(5-methylthiazol-2-yl)-1H-pyrrolo[2,3-b]pyridin-4-yl)amino)cyclobutyl)carbamate C(C)(C)(C)N(C(O)=O)C1CC(C1)NC1=C2C(=NC=C1C=1SC(=CN1)C)NC=C2.C(C)O[Si](CCCNC(CCCO)=O)(OCC)OCC